CC1=NN2C(N(CCC2)C(CCC(=O)NC2=NC=C(C=C2)C=2C=C(C=CC2)C)=O)=C1 4-(2-methyl-6,7-dihydropyrazolo[1,5-a]pyrimidin-4(5H)-yl)-4-oxo-N-(5-(m-tolyl)pyridin-2-yl)butanamide